ClC1=C(C=CC(=C1)Cl)C=1CCCC2=C(C1C1=CC=C(C=C1)O[C@@H]1CN(CC1)CCCF)C=CC(=C2)NC(OC(C)(C)C)=O Tert-butyl (S)-(8-(2,4-dichlorophenyl)-9-(4-((1-(3-fluoropropyl) pyrrolidin-3-yl)oxy)phenyl)-6,7-dihydro-5H-benzo[7]annulen-3-yl)carbamate